O=C1N(C(C2=CC=CC=C12)=O)CCCCCSC1=C(C=NC2=CC(=C(C=C12)OC)OC)C#N 4-((5-(1,3-dioxoisoindolin-2-yl)pentyl)thio)-6,7-dimethoxyquinoline-3-carbonitrile